2-Bromo-1-(6-fluoro-4-(4-fluorophenyl)-3,4-dihydroquinoxalin-1(2H)-yl)propan-1-one BrC(C(=O)N1CCN(C2=CC(=CC=C12)F)C1=CC=C(C=C1)F)C